FC(CNC(=O)N1CC2(CC2)[C@@H]([C@@H]1CC=1C(=C(C=CC1)C1=CC(=CC(=C1)F)F)F)NS(=O)(=O)C(F)F)F (6S,7S)-N-(2,2-difluoroethyl)-7-((difluoromethyl)sulfonamido)-6-((2,3',5'-trifluoro-[1,1'-biphenyl]-3-yl)methyl)-5-azaspiro[2.4]heptane-5-carboxamide